2-acrylamido-2-(((4-benzoylphenoxy)carbonyl)oxy)propanoic acid C(C=C)(=O)NC(C(=O)O)(C)OC(=O)OC1=CC=C(C=C1)C(C1=CC=CC=C1)=O